OC1=C(C=CC=C1)C1=CC(=CN=N1)N1CCC(CC1)(C(=O)OC)OC1=C(C=CC=C1)C METHYL 1-[6-(2-HYDROXYPHENYL)PYRIDAZIN-4-YL]-4-(2-METHYLPHENOXY)PIPERIDINE-4-CARBOXYLATE